C12(CC3CC(CC(C1)C3)C2)C(=O)O 1-adamantylcarboxylic acid